Cyclohepta[1,2-c]Pyridine C=1NC=CC=2C1C=CC=CC2